ClC=1C=C2C(=C(NC2=CC1)C(=O)NCCCCCNS(=O)(=O)C=1C=NC=CC1)S(=O)(=O)C1=CC(=CC(=C1)C)C 5-chloro-3-((3,5-dimethylphenyl)sulfonyl)-N-(5-(pyridine-3-sulfonamido)pentyl)-1H-indole-2-carboxamide